Tert-Butyl 3-((R)-3-(3-amino-6-methylthieno[2,3-b]pyridine-2-carboxamido)-5-fluoro-3,4-dihydro-2H-pyrano[3,2-c]pyridin-7-yl)-3,8-diazabicyclo[3.2.1]octane-8-carboxylate NC1=C(SC2=NC(=CC=C21)C)C(=O)N[C@@H]2CC=1C(=NC(=CC1OC2)N2CC1CCC(C2)N1C(=O)OC(C)(C)C)F